(R/S)-3-[[5-[3-(Difluoromethyl)-4-fluoro-phenyl]-3-pyridyl]methyl]-5-isopropyl-oxazolidin-2-one FC(C=1C=C(C=CC1F)C=1C=C(C=NC1)CN1C(O[C@@H](C1)C(C)C)=O)F |r|